phenanthroline phenylphosphonate C1(=CC=CC=C1)P(O)(O)=O.N1=CC=CC2=CC=C3C=CC=NC3=C12